6-chloro-5-cyclopropyl-1-((2-(trimethylsilyl) ethoxy) methyl)-1H-indazol-4-yl trifluoromethanesulfonate FC(S(=O)(=O)OC1=C2C=NN(C2=CC(=C1C1CC1)Cl)COCC[Si](C)(C)C)(F)F